Cl.FC1=CCN(C=C1)C1=CC=C(C=N1)[C@H](C)N (S)-1-(6-(4-fluoro-1H-pyridin-1-yl)pyridin-3-yl)ethanamine hydrochloride